CNCCCNC(=O)C1=CC2=CC=CC(=C2C=C1)OC1=CC=C(C=C1)C(F)(F)F N-(3-(methylamino)propyl)-5-(4-(trifluoromethyl)phenoxy)-2-naphthamide